bis(cyclopentadienyl)bis[2,6-difluoro-3-(isobutyrylamino)phenyl]titanium C1(C=CC=C1)[Ti](C1=C(C(=CC=C1F)NC(C(C)C)=O)F)(C1=C(C(=CC=C1F)NC(C(C)C)=O)F)C1C=CC=C1